(R)-3-((S)-1-((S)-4-benzyl-2-oxooxazolidin-3-yl)-3-(5-bromothiophen-3-yl)-1-oxopropane-2-yl)pyrrolidine-1-carboxylic acid tert-butyl ester C(C)(C)(C)OC(=O)N1C[C@H](CC1)[C@@H](C(=O)N1C(OC[C@@H]1CC1=CC=CC=C1)=O)CC1=CSC(=C1)Br